C(C)(C)OCCOCCOC=C(C)C1=CC=C(C=C1)C(=COCCOCCOC(C)C)C 1,4-bis(1-(2-(2-isopropoxyethoxy)ethoxy)prop-1-en-2-yl)benzene